BrC=1C=C(C(=NC1)F)N 5-bromo-2-fluoropyridin-3-amine